N-(7-fluoro-2-methyl-2H-indazol-5-yl)-1,1-diphenylmethanimine FC1=CC(=CC2=CN(N=C12)C)N=C(C1=CC=CC=C1)C1=CC=CC=C1